N-((1S,3S)-3-Acrylamidocyclopentyl)-4-oxo-5-(2-phenylpyridin-4-yl)-4,5-dihydro-3H-1-thia-3,5,8-triazaacenaphthylene-2-carboxamide C(C=C)(=O)N[C@@H]1C[C@H](CC1)NC(=O)C=1SC=2N=CC=C3N(C(NC1C23)=O)C2=CC(=NC=C2)C2=CC=CC=C2